C(C)(C)(C)OC(N[C@@H](C(=O)N[C@H](C(=O)NCC1=CC(=NC=C1)N)C)CCC1=CC=CC=C1)=O ((R)-1-(((S)-1-(((2-aminopyridin-4-yl)methyl)amino)-1-oxopropan-2-yl)amino)-1-oxo-4-phenylbutan-2-yl)carbamic acid tert-butyl ester